C1(CC1)N1C(=C(C(C(=C1)C(=O)N)=O)C1=NC=CC=C1)C 1'-cyclopropyl-2'-methyl-4'-oxo-1',4'-dihydro-[2,3'-bipyridine]-5'-carboxamide